potassium Sodium 2-Hydroxy-2-methylacetophenone OC(C(=O)C1=CC=CC=C1)C.[Na].[K]